C(C)C(C(=O)[O-])CCCC.C(C)C(C(=O)[O-])CCCC.[Zn+2] zinc di(ethylhexanoate)